(S)-3-ethyl-3-(5-(1-methyl-3-((4-(trifluoromethyl)phenyl)amino)-1H-pyrazol-4-yl)-1,3,4-oxadiazol-2-yl)pyrrolidin-2-one C(C)[C@@]1(C(NCC1)=O)C=1OC(=NN1)C=1C(=NN(C1)C)NC1=CC=C(C=C1)C(F)(F)F